benzyl trans-4-[(tert-butoxycarbonyl) amino]-3-hydroxypiperidine-1-carboxylate C(C)(C)(C)OC(=O)N[C@H]1[C@@H](CN(CC1)C(=O)OCC1=CC=CC=C1)O